1,2-cyclopentanedicarboxylic acid C1(C(CCC1)C(=O)O)C(=O)O